CN1CCN(CC1)C(=O)O[C@@H]1CC[C@H](CC1)C(N(C[C@@H]1CC[C@H](CC1)C1=NC(=C(C=C1)OC)C)C1=NC=CC(=C1)C=1N=C(OC1)C(C)C)=O trans-4-((4-(2-Isopropyloxazol-4-yl) pyridine-2-yl)((trans-4-(5-methoxy-6-methylpyridin-2-yl)cyclohexyl)methyl) carbamoyl)cyclohexyl 4-methylpiperazine-1-carboxylate